(2S,4S)-2-(ethoxymethyl)-4-(4-(trifluoromethyl)phenoxy)pyrrolidine-1-carboxylic acid tert-butyl ester C(C)(C)(C)OC(=O)N1[C@@H](C[C@@H](C1)OC1=CC=C(C=C1)C(F)(F)F)COCC